FCCO 2-fluoro-ethan-1-ol